FC1=CC=C(C=C1)N1N=CC(=C(C1=O)C(=O)O)COC 2-(4-fluorophenyl)-5-(methoxymethyl)-3-oxo-2,3-dihydropyridazine-4-carboxylic acid